FC1(CCN(CC1)C1=CC(=C(C(=C1)F)NC(C1=C(C=CC(=C1)[N+](=O)[O-])SC1=NN=NN1C)=O)F)F N-[4-(4,4-difluoropiperidin-1-yl)-2,6-difluorophenyl]-2-[(1-methyl-1H-1,2,3,4-tetrazol-5-yl)sulfanyl]-5-nitrobenzamide